9,10-dinonyl-1,18-octadecanediol C(CCCCCCCC)C(CCCCCCCCO)C(CCCCCCCCO)CCCCCCCCC